C(C)C=1C=CC=C2C1NC1=C2CC(NC2=C1C=CC=C2)=O 11-ethyl-7,12-dihydro-indolo[3,2-d][1]benzazepin-6(5H)-one